3-(1'-(benzo[d]isoxazol-5-ylmethyl)-6-oxo-6,8-dihydro-2H,7H-spiro[furo[2,3-e]isoindole-3,4'-piperidin]-7-yl)piperidine-2,6-dione O1N=CC2=C1C=CC(=C2)CN2CCC1(CC2)COC2=C3CN(C(C3=CC=C21)=O)C2C(NC(CC2)=O)=O